C(C)(C)(C)OC(N[C@@H]1[C@@H](OCC12CCN(CC2)C2=NC(=C(C=1N2C=CN1)Br)Cl)C)=O ((3S,4S)-8-(8-bromo-7-chloroimidazo[1,2-c]pyrimidin-5-yl)-3-methyl-2-oxa-8-azaspiro[4.5]decan-4-yl)carbamic acid tert-butyl ester